7-(1-(2-Fluoro-6-methylphenyl)piperidin-4-yl)-5-((4-(trifluoromethyl)pyrimidin-5-yl)methyl)pyrido[2,3-b]pyrazin-6(5H)-one FC1=C(C(=CC=C1)C)N1CCC(CC1)C1=CC=2C(=NC=CN2)N(C1=O)CC=1C(=NC=NC1)C(F)(F)F